5-((3-hydroxy-3-phenylpropyl)amino)-4-trifluoromethyl-2-((2-(trimethylsilyl)ethoxy)methyl)pyridazin-3(2H)-one OC(CCNC1=C(C(N(N=C1)COCC[Si](C)(C)C)=O)C(F)(F)F)C1=CC=CC=C1